2-[[(2R)-tetrahydrofuran-2-yl]methyl]-[1,2,4]triazolo[4,3-c]pyrimidin-3-one O1[C@H](CCC1)CN1N=C2N(C=NC=C2)C1=O